C(#N)C1=CC=C(C=C1)CCC(=O)N(CC1=CC=C(C=C1)C1CCCCC1)C1=CC=C(C=C1)B(O)O (4-(3-(4-cyanophenyl)-N-(4-cyclohexylbenzyl)propionamido)phenyl)boronic acid